C(C)(=O)N(C(C)=O)C=1C(=NC(=CC1C)Cl)C#N N-acetyl-N-(6-chloro-2-cyano-4-methyl-3-pyridyl)acetamide